CC1=CC=C(COC2=CC=C3CCN(CC3=C2)C(=O)OC(C)(C)C)C=C1 tert-butyl 7-((4-methylbenzyl) oxy)-3,4-dihydroisoquinoline-2(1H)-carboxylate